O=C1NC(CCC1N1C(N(C2=C1C=CC(=C2)N2C[C@@H](CC2)C=O)C)=O)=O (3R)-1-(1-(2,6-Dioxopiperidin-3-yl)-3-methyl-2-oxo-2,3-dihydro-1H-benzo[d]imidazol-5-yl)pyrrolidine-3-carbaldehyde